1-(pyridin-2-yl)ethane-1-one N1=C(C=CC=C1)C(C)=O